(7-cyclopropyl-6-isopropyl-furo[2,3-b]pyrazin-2-yl)-2-dimethoxyphosphoryl-ethanone C1(CC1)C1=C(OC2=NC=C(N=C21)C(CP(=O)(OC)OC)=O)C(C)C